O=C1NC(CCC1N1C(N(C2=C1C=CC(=C2)CCC2CCN(CC2)C(=O)OC(C)(C)C)C)=O)=O tert-butyl 4-(2-(1-(2,6-dioxopiperidin-3-yl)-3-methyl-2-oxo-2,3-dihydro-1H-benzo[d]imidazol-5-yl)ethyl)piperidine-1-carboxylate